9,9-bis(4-phenyl-3-hydroxyphenyl)fluorene C1(=CC=CC=C1)C1=C(C=C(C=C1)C1(C2=CC=CC=C2C=2C=CC=CC12)C1=CC(=C(C=C1)C1=CC=CC=C1)O)O